C1(CC1)S(=O)(=O)N[C@H]1[C@@H](CCCC1)NC(=O)[C@H]1N(C[C@@H](C1)O)C([C@H](C(C)(C)C)N1N=NC(=C1)C1CC1)=O (2S,4r)-N-[(1r,2r)-2-(cyclopropylsulfonylamino)cyclohexyl]-1-[(2S)-2-(4-cyclopropyltriazol-1-yl)-3,3-dimethyl-butyryl]-4-hydroxy-pyrrolidine-2-carboxamide